FC1=C(C=C(C=C1)NC(C=C)=O)NC1=NC(=NC=C1C=1C(=NC=CC1)OC)NC=1C=NN(C1)C N-(4-fluoro-3-((5-(2-methoxypyridin-3-yl)-2-((1-methyl-1H-pyrazol-4-yl)amino)pyrimidin-4-yl)amino)phenyl)acrylamide